6-[(1S,4S,5R)-5-[[3-(2,6-dichlorophenyl)-5-(1-fluorocyclopropyl)-1,2-oxazol-4-yl]methoxy]-2-azabicyclo[2.2.1]heptan-2-yl]-5-fluoropyridine-3-carboxylic acid ClC1=C(C(=CC=C1)Cl)C1=NOC(=C1CO[C@H]1[C@@H]2CN([C@H](C1)C2)C2=C(C=C(C=N2)C(=O)O)F)C2(CC2)F